2-(2-bromoethoxy)phenyl-3-(4-dimethylaminophenyl)-2-propen-1-one BrCCOC1=C(C=CC=C1)C(C=CC1=CC=C(C=C1)N(C)C)=O